N1CCC(CC1)OCCNC(OC(C)(C)C)=O tert-butyl N-[2-(4-piperidyloxy)ethyl]carbamate